ethyl-1-(4-methylenpiperidinyl)-7,9-dihydro-8H-purin-8-one C(C)C1N(C=C2NC(NC2=N1)=O)N1CCC(CC1)=C